FC(C(=O)O)(F)F.NC1=NC(=C(C=C1C=1C=C2CCNC(C2=CC1)=O)C1=CC=C(C=C1)C1(CNC1)F)F 6-(2-amino-6-fluoro-5-(4-(3-fluoroazetidin-3-yl)phenyl)pyridin-3-yl)-3,4-dihydroisoquinolin-1(2H)-one 2,2,2-trifluoroacetate